trans-2-(4-((3-(1-Isopropyl-1H-pyrazol-4-yl)phenyl)((4-(6-methoxy-5-methylpyridin-3-yl)bicyclo[2.2.2]octan-1-yl)methyl)carbamoyl)cyclohexyl)acetic acid C(C)(C)N1N=CC(=C1)C=1C=C(C=CC1)N(C(=O)[C@@H]1CC[C@H](CC1)CC(=O)O)CC12CCC(CC1)(CC2)C=2C=NC(=C(C2)C)OC